(S)-4-(4-fluorophenyl)-5,5-dimethyloxazolidinone FC1=CC=C(C=C1)[C@@H]1NC(OC1(C)C)=O